6-chloro-N-(4-methoxybenzyl)-3-(trifluoromethyl)imidazo[1,2-b]pyridazin-8-amine ClC=1C=C(C=2N(N1)C(=CN2)C(F)(F)F)NCC2=CC=C(C=C2)OC